methyl (1R,2S,5S)-3-[(2S,3R)-2-(tert-butoxycarbonylamino)-3-phenoxy-butanoyl]-6,6-dimethyl-3-azabicyclo[3.1.0]hexane-2-carboxylate C(C)(C)(C)OC(=O)N[C@H](C(=O)N1[C@@H]([C@H]2C([C@H]2C1)(C)C)C(=O)OC)[C@@H](C)OC1=CC=CC=C1